C(C1=CC=CC=C1)OC=1C=C2CCC(C2=C(C1)F)=O 5-(benzyloxy)-7-fluoro-2,3-dihydro-1H-inden-1-one